C1(CC1)C=1C(=NSC1C(=O)NC1=CC(=NC=C1)C(F)(F)F)C1=CC=2N(C=C1)C=CN2 4-cyclopropyl-3-{imidazo[1,2-a]pyridin-7-yl}-N-[2-(trifluoromethyl)pyridin-4-yl]-1,2-thiazole-5-carboxamide